C(/C1=CC=CC=C1)=C(\C=C(CO)C)/CCCCCC 4-((E)-benzylidene)-2-methyldec-2-en-1-ol